NCCOC1=C(C=C2C(=CC=NC2=C1)OC1=C(C=C(C=C1)N(C(=O)C1(CC1)C(=O)N)C1=CC=C(C=C1)F)F)OC N-(4-((7-(2-aminoethoxy)-6-methoxyquinolin-4-yl)oxy)-3-fluorophenyl)-N-(4-fluorophenyl)cyclopropane-1,1-dicarboxamide